C1CC12OCC[C@@H](C2)N2N=CC(=C2)C=2C(=C(C=CC2)NC2=C(N=NC(=C2)NC(=O)C2CC2)C(=O)N)OC (S)-4-((3-(1-(4-oxaspiro[2.5]octan-7-yl)-1H-pyrazol-4-yl)-2-methoxyphenyl)amino)-6-(cyclopropanecarboxamido)pyridazine-3-carboxamide